3,5-Dimethylpyridin CC=1C=NC=C(C1)C